C1C[C@@H]2[C@@H](C2COC(=O)NCCOCCOCCN)CCC#C1 N-[(1R,8S,9s)-bicyclo[6.1.0]non-4-yn-9-ylmethoxycarbonyl]-1,8-diamino-3,6-dioxaoctane